propanoic acid tert-butyl ester (tert-butyl (S,Z)-3-(4-(2-(4-((tert-butoxycarbonyl)amino)phenyl)-1-cyanovinyl)phenyl)-2-((diphenylmethylene)amino)propanoate) C(C)(C)(C)[C@](C(=O)O)(CC1=CC=C(C=C1)/C(=C/C1=CC=C(C=C1)NC(=O)OC(C)(C)C)/C#N)N=C(C1=CC=CC=C1)C1=CC=CC=C1.C(C)(C)(C)OC(CC)=O